NCC(C1=CC(=CC=C1)Cl)NC(=O)C1=CN(C=C1)C1=CC(=NC=C1C)NC1=CC=C(C=C1)F N-(2-Amino-1-(3-chlorophenyl)ethyl)-1-(2-((4-fluorophenyl)amino)-5-methylpyridin-4-yl)-1H-pyrrole-3-carboxamide